ClC1=C(N)C=CC(=C1)OC(F)F 2-Chloro-4-(difluoromethoxy)aniline